C(C)(C)(C)[Si](C)(C)OCC1=C(C(=C(C=C1)B1OC(C(O1)(C)C)(C)C)[N+](=O)[O-])F tert-butyl((2-fluoro-3-nitro-4-(4,4,5,5-tetramethyl-1,3,2-dioxaborolan-2-yl)benzyl)oxy)dimethylsilane